6-bromo-4-(trifluoromethyl)isoindoline-1-one BrC1=CC(=C2CNC(C2=C1)=O)C(F)(F)F